FC1=C(C=C(C(=C1)OC)CC1=NNC(C2=CC=CC=C12)=O)C1=CC2=C(NC(=N2)NC(OCC)=O)C=C1 Ethyl (5-(2-fluoro-4-methoxy-5-((4-oxo-3,4-dihydrophthalazin-1-yl)methyl)phenyl)-1H-benzoimidazol-2-yl)carbamate